COC(=O)C1=CN(C(C=C1Br)=O)C1NCOC1 4-bromo-1-(oxazolidin-4-yl)-6-oxo-1,6-dihydropyridine-3-carboxylic acid methyl ester